1-(2-amino-2-oxoethyl)-3-carboxypyridin-1-ium NC(C[N+]1=CC(=CC=C1)C(=O)O)=O